tert-butyl N-[(3S)-1-[2-(6-methoxy-2,7-dimethylindazol-5-yl)pyrido[3,2-d]pyrimidin-6-yl]pyrrolidin-3-yl]-N-methylcarbamate COC=1C(=CC2=CN(N=C2C1C)C)C=1N=CC2=C(N1)C=CC(=N2)N2C[C@H](CC2)N(C(OC(C)(C)C)=O)C